1,4-dibromo-2-fluoro-3-(2-methoxyvinyl)benzene BrC1=C(C(=C(C=C1)Br)C=COC)F